C(CCC)N(C1CCC=CN2CCCNC12)CCCC 6-dibutylamino-1,8-diazabicyclo[5.4.0]undecene